3-(2-hydroxy-2-methylpropyl)-8-(pyridin-3-yl)-6-(2-(trifluoromethyl)pyrimidin-5-yl)pyrido[3,4-d]pyrimidin-4(3H)-one OC(CN1C=NC2=C(C1=O)C=C(N=C2C=2C=NC=CC2)C=2C=NC(=NC2)C(F)(F)F)(C)C